N1C=C(C2=CC=CC=C12)CCNC=1C2=C(N=C(N1)C=1C=NC=CC1)SC=N2 3-(7-((2-(1H-indol-3-yl)ethyl)amino)thiazolo[5,4-d]pyrimidin-5-yl)pyridin